FC12CCC(CC1)(C2)C(=O)OC methyl 4-fluoro-bicyclo[2.2.1]heptane-1-carboxylate